ethyloxyl-pentafluorocyclotriphosphazene C(C)OP1(=NP(=NP(=N1)(F)F)(F)F)F